tert-butyl 4-(5-fluoro-4-{1-[4-(trifluoromethoxy)benzoyl]piperidin-4-yl}-1H-pyrrolo[2,3-b]pyridin-2-yl)piperidine-1-carboxylate FC=1C(=C2C(=NC1)NC(=C2)C2CCN(CC2)C(=O)OC(C)(C)C)C2CCN(CC2)C(C2=CC=C(C=C2)OC(F)(F)F)=O